Benzhydryl-proline C(C1=CC=CC=C1)(C1=CC=CC=C1)N1[C@@H](CCC1)C(=O)O